CN1N=CC(=C1)N1N=CC2=CC=C(C=C12)B1OC(C(O1)(C)C)(C)C 1-(1-Methyl-1H-pyrazol-4-yl)-6-(4,4,5,5-tetramethyl-1,3,2-dioxaborolan-2-yl)-1H-indazole